ethyl 6-aminopyridine-2-carboxylate NC1=CC=CC(=N1)C(=O)OCC